BrC=1C=C2C(=NNC2=C(C1)C(=O)OC)I methyl 5-bromo-3-iodo-1H-indazole-7-carboxylate